C(C)C=1C(NC=2C=C(C=NC2C1)CN1CCN(CC1)C=1C=CC(=NC1C)C(=O)N[C@H]1COCC1)=O (R)-5-(4-((7-Ethyl-6-oxo-5,6-dihydro-1,5-naphthyridin-3-yl)methyl)piperazin-1-yl)-6-Methyl-N-(tetrahydrofuran-3-yl)pyridineamide